N-(2-oxopropyl)methacrylamide O=C(CNC(C(=C)C)=O)C